(R)-tetrahydro-furan-2-yl-methanone O1[C@H](CCC1)C=O